5-(3,4-dichloro-2-methyl-2H-indazol-5-yl)-7H-pyrrolo[2,3-d]Pyrimidine-4-carboxamide ClC=1N(N=C2C=CC(=C(C12)Cl)C1=CNC=2N=CN=C(C21)C(=O)N)C